FC(OCCC=1C(CCCC1)=N)(F)F 2-trifluoromethoxyethyl-cyclohexenimine